(S)-(+)-sec-butanol CC[C@H](C)O